COC=1C=C(C=CC1)NC(=O)C1=CN(C2=C1C(N(C=C2C)C)=O)C N-(3-methoxyphenyl)-1,5,7-trimethyl-4-oxo-4,5-dihydro-1H-pyrrolo[3,2-c]pyridine-3-carboxamide